6-[4-[(3S)-3-(5-Methylpyrazin-2-yl)isoxazolidine-2-carbonyl]-1-piperidyl]pyrimidine-4-carbonitrile CC=1N=CC(=NC1)[C@H]1N(OCC1)C(=O)C1CCN(CC1)C1=CC(=NC=N1)C#N